NC1=NC=NC=2C3=C(CC(C12)(C)C)C(=C(C=C3)O[C@@H]3CC[C@H](CC3)N)N(CCO)CCO 2-[[4-amino-8-(trans-4-aminocyclohexyloxy)-5,5-dimethyl-6H-benzo[H]quinazolin-7-yl]-(2-hydroxyethyl)amino]ethanol